NC=1C=C(C=CC1)NC=1N=CC2=C(N1)OC(C(=C2)C2=C(C=CC=C2Cl)Cl)=O 2-((3-aminophenyl)amino)-6-(2,6-dichlorophenyl)-7H-pyrano[2,3-d]pyrimidin-7-one